[Si].[Ga].[In] Indium gallium silicon